[Cl-].CCC(CCCCCCCCCCCCC)[N+](C)(C)C 3-hexadecyltrimethylammonium chloride